N-(3-((2R,3S,4S,5R)-4-fluoro-3-hydroxy-5-(hydroxymethyl)tetrahydrofuran-2-yl)-7-oxo-6,7-dihydro-3H-[1,2,3]Triazolo[4,5-d]Pyrimidin-5-yl)isobutyramide F[C@H]1[C@H]([C@@H](O[C@@H]1CO)N1N=NC2=C1N=C(NC2=O)NC(C(C)C)=O)O